C1NCC12CC(C2)CC2=NC(=NS2)C(F)(F)F 5-(2-azaspiro[3.3]heptan-6-ylmethyl)-3-(trifluoromethyl)-1,2,4-thiadiazole